ClC1=NC=C(C(=N1)C=1C=C2C(N(C(C2=CC1)C)C(=O)OC(C)(C)C)=O)F tert-butyl 5-(2-chloro-5-fluoropyrimidin-4-yl)-1-methyl-3-oxoisoindole-2-carboxylate